C[Bi](C)(C)=O Trimethylbismuthine oxide